C(C(C)C)C1=CC=C(C=C1)C(C)O 1-(4-isobutylphenyl)ethanol